chloromethyl-nitrogen phosphorus silicon [Si].[P].ClC[N]